rac-(2S)-2-(9H-fluoren-9-ylmethoxycarbonylamino)-3-(2-fluorophenyl)-2-methyl-propanoic acid C1=CC=CC=2C3=CC=CC=C3C(C12)COC(=O)N[C@](C(=O)O)(CC1=C(C=CC=C1)F)C |r|